BrC=1C=C(C=C2C(C=C(OC12)S(=O)CC)=O)F 8-bromo-2-ethylsulfinyl-6-fluoro-chromen-4-one